4-(8-(2-((tert-butyldimethylsilyl)oxy)cyclobutyl)-3,8-diazabicyclo[3.2.1]octan-3-yl)-6-(1-methyl-1H-pyrazol-4-yl)pyrrolo[1,2-b]pyridazine [Si](C)(C)(C(C)(C)C)OC1C(CC1)N1C2CN(CC1CC2)C=2C=1N(N=CC2)C=C(C1)C=1C=NN(C1)C